BrC1=C(C=2C3(C4=CC=CC=C4C2C=C1)C1=CC=CC=C1C=1C=CC=CC13)Br dibromo-9,9'-spirobi[9H-fluorene]